ClC1=CC=C(C=N1)C=1N=C(C2=CC=C(C=C2C1)N1CCCC1)N (6-chloropyridin-3-yl)-6-(pyrrolidin-1-yl)isoquinolin-1-amine